NC=1C=C(C=CC1OC)C1(CC1)C#N 1-(3-amino-4-methoxyphenyl)cyclopropane-1-carbonitrile